O1CCC(=CC1)C=1N=C(C2=C(N1)C(N(C2)C(C)C)=O)NC2=CC=C(C=C2)C2=CC=C(C=C2)O 2-(3,6-dihydro-2H-pyran-4-yl)-4-((4'-hydroxy-[1,1'-biphenyl]-4-yl)amino)-6-isopropyl-5,6-dihydro-7H-pyrrolo[3,4-d]pyrimidin-7-one